ClC1=C(C=CC(=C1)CN(C(OC(C)(C)C)=O)CCCCO)C1=CC=CC=C1 tert-butyl ((2-chloro-[1,1'-biphenyl]-4-yl)methyl)(4-hydroxybutyl)carbamate